C(#N)C1=CC=C(C=C1)\C=N\SC(C)(C)C (R)-N-[(E)-(4-cyanophenyl)methylene]-2-methyl-2-propanesulfenamide